2-chloro-pyridin-3-amine ClC1=NC=CC=C1N